ClC=1C(=C(C(=C(C1C1=CC=CC=C1)C=O)O)O)OC chloro-3,4-dihydroxy-5-methoxy-[1,1'-biphenyl]-2-carbaldehyde